C(C)(C)(C)OC(=O)N(C=1C=CC(=C(C(=O)OC(C)C)C1)Cl)C Isopropyl 5-((tert-butoxycarbonyl) (methyl) amino)-2-chlorobenzoate